6-[5-[2,2,3,3,5,5,6,6-octadeuterio-4-[5-(trifluoromethyl)pyrimidin-2-yl]piperazin-1-yl]-5-oxo-pentyl]-4-(trifluoromethyl)-2-(2-trimethylsilylethoxymethyl)pyridazin-3-one [2H]C1(N(C(C(N(C1([2H])[2H])C1=NC=C(C=N1)C(F)(F)F)([2H])[2H])([2H])[2H])C(CCCCC=1C=C(C(N(N1)COCC[Si](C)(C)C)=O)C(F)(F)F)=O)[2H]